N[C@@H](CCC(=O)O)C(=O)O.S1C=NC2=C1C=CC=C2 benzothiazole anti-glutamate